FC1=CC=C(C=C1)CC(=O)NC1=CC=C(C=C1)COC(=O)N[C@H](C(=O)OCC#N)[C@H](CC)C cyanomethyl (2S,3S)-2-[[4-[[2-(4-fluorophenyl)acetyl]amino]phenyl]methoxycarbonylamino]-3-methylpentanoate